1-HYDROXY-CYCLOPENTANECARBOXYLIC ACID OC1(CCCC1)C(=O)O